4-(4-((1R,5S)-3,8-diazabicyclo[3.2.1]octan-3-yl)-2-(((2R,7aS)-2-fluorotetrahydro-1H-pyrrolizin-7a(5H)-yl)methoxy)-8-methylquinazolin-7-yl)-5-ethynylnaphthalen-2-ol [C@H]12CN(C[C@H](CC1)N2)C2=NC(=NC1=C(C(=CC=C21)C2=CC(=CC1=CC=CC(=C21)C#C)O)C)OC[C@]21CCCN1C[C@@H](C2)F